(S)-3-(5-bromo-2-(5-iodo-2-(1-methoxyethyl)pyridin-3-yl)-1-(2,2,2-trifluoroethyl)-1H-indol-3-yl)-2,2-dimethylpropyl acetate C(C)(=O)OCC(CC1=C(N(C2=CC=C(C=C12)Br)CC(F)(F)F)C=1C(=NC=C(C1)I)[C@H](C)OC)(C)C